ClC1=C(C=CC(=C1)OC1=CC=CC=2C=C(OC21)C)C(=O)C2=CNC=1N=CN=C(C12)Cl (2-chloro-4-((2-Methylbenzofuran-7-yl)oxy)phenyl)(4-chloro-7H-pyrrolo[2,3-d]pyrimidin-5-yl)methanone